4-(5-(6-chloro-5-(6-fluoroquinolin-4-yl)-1H-indol-2-yl)pyridin-2-yl)morpholine ClC1=C(C=C2C=C(NC2=C1)C=1C=CC(=NC1)N1CCOCC1)C1=CC=NC2=CC=C(C=C12)F